C(C)(C)(C)OC(=O)N1CCN(CC1)C1=NC=NC2=CC(=C(C=C12)C(C)(F)F)C1=NC(=CC=C1C(F)(F)F)N 4-[7-[6-amino-3-(trifluoromethyl)-2-pyridinyl]-6-(1,1-difluoroethyl)quinazolin-4-yl]piperazine-1-carboxylic acid tert-butyl ester